CSC1=NC(N(C(N1CC1=C(C=C(C(=C1)F)F)F)=O)C1=CN=CC2=CC=CC(=C12)CC=C)=O 6-(methylsulfanyl)-3-[5-(prop-2-en-1-yl)isoquinolin-4-yl]-1-[(2,4,5-trifluorophenyl)methyl]-1,3,5-triazine-2,4-dione